C1[SiH2]CCC1 2-sila-2-azacyclopentane